C(C=C)C1OC=2CCCC(C2C(C1)C)=O 2-allyl-4-methyl-2,3,4,6,7,8-hexahydro-5H-chromen-5-one